4-(((1R,2R,4S)-4-((Z)-((difluoromethoxy)imino)(phenyl)methyl)-2-hydroxycyclohexyl)(methyl)amino)-1-methyl-2-oxo-1,2-dihydropyrido[3,2-d]pyrimidine-6-carbonitrile FC(O\N=C(\[C@@H]1C[C@H]([C@@H](CC1)N(C=1C2=C(N(C(N1)=O)C)C=CC(=N2)C#N)C)O)/C2=CC=CC=C2)F